O=C1NC(CC[C@H]1N1C(C2=CC=C(C=C2C1=O)O[C@@H]1CN(CC1)CC=1C=C2C=NC(=NC2=CC1)N1CCOCC1)=O)=O |o1:6| 2-((R*)-2,6-dioxopiperidin-3-yl)-5-(((S)-1-((2-morpholino-quinazolin-6-yl)methyl)pyrrolidin-3-yl)oxy)isoindoline-1,3-dione